2-amino-N-[1-(3-chloro-2-fluoro-phenyl)-2,2,3,3,3-pentafluoro-propyl]-N-cyclopropylacetamide NCC(=O)N(C1CC1)C(C(C(F)(F)F)(F)F)C1=C(C(=CC=C1)Cl)F